C(C1=CC=CC=C1)OC1=NN(C(=C1C(F)(F)F)C(=O)OC)COCC[Si](C)(C)C methyl 3-(benzyloxy)-4-(trifluoromethyl)-1-{[2-(trimethylsilyl)ethoxy]methyl}-1H-pyrazole-5-carboxylate